tert-butyl (R)-3-((6-fluoro-8-methylisoquinolin-1-yl)amino)piperidine-1-carboxylate FC=1C=C2C=CN=C(C2=C(C1)C)N[C@H]1CN(CCC1)C(=O)OC(C)(C)C